C(C)(C)(C)OC(=O)N[C@@H]1CN(CC1)C1CCN(CC1)C(=O)OCC1=CC=CC=C1 (S)-benzyl 4-(3-((tert-butoxycarbonyl)amino)pyrrolidin-1-yl)piperidine-1-carboxylate